C(C)(C)(C)S(=O)N=C(C)C1=NC(=CC(=C1)NC([O-])=O)C(F)F (2-(1-((tert-butylsulfinyl)imino)ethyl)-6-(difluoromethyl)pyridin-4-yl)carbamate